1-(4-(4-((5-phenoxypyridin-2-yl)amino)quinazolin-6-yl)piperazin-1-yl)prop-2-en-1-one O(C1=CC=CC=C1)C=1C=CC(=NC1)NC1=NC=NC2=CC=C(C=C12)N1CCN(CC1)C(C=C)=O